3-(4-(3-(4-methoxybenzyl)-4-oxo-3,4-dihydrophthalazin-1-yl)piperidin-1-yl)propanoic acid COC1=CC=C(CN2N=C(C3=CC=CC=C3C2=O)C2CCN(CC2)CCC(=O)O)C=C1